N1(CCC1)CC=1C2=C(C(N(C1)CC(=O)N1CC(CC1)F)=O)C(=CS2)C2=CC(=C(C=C2)F)Cl 7-(azetidin-1-ylmethyl)-3-(3-chloro-4-fluorophenyl)-5-(2-(3-fluoropyrrolidin-1-yl)-2-oxoethyl)thieno[3,2-c]pyridin-4(5H)-one